4-(2-chloro-6-cyclopropylpyridin-4-yl)-3-(5-methyl-1,3-oxazol-4-yl)benzonitrile ClC1=NC(=CC(=C1)C1=C(C=C(C#N)C=C1)C=1N=COC1C)C1CC1